COC([C@H](CC)[C@H]1C=2N(C3=C(C(=N1)C1=CC=C(C=C1)Cl)C(=C(S3)C)C)C(=NN2)C)=O |r| (±)-(R)-2-((S)-4-(4-chlorophenyl)-2,3,9-trimethyl-6H-thieno[3,2-f][1,2,4]triazolo[4,3-a][1,4]diazepin-6-yl)butanoic acid methyl ester